C(C)(C)C1C=CC(CC1)(C)SCCCCCCCC (4-isopropyl-1-methylcyclohex-2-en-1-yl)(octyl)sulfane